6-amino-1-benzyl-3,4-dihydroquinolin-2-one NC=1C=C2CCC(N(C2=CC1)CC1=CC=CC=C1)=O